(3aS,4S,6aS)-1-(5-(2-cyanopyridin-4-yl)oxazole-2-carbonyl)-4-methylhexahydropyrrolo[3,4-b]pyrrole-5(1H)-carbonitrile C(#N)C1=NC=CC(=C1)C1=CN=C(O1)C(=O)N1[C@H]2[C@@H](CC1)[C@@H](N(C2)C#N)C